2-bromopyridine-4-carbaldehyde BrC1=NC=CC(=C1)C=O